2-(1-aminoethyl)oxazole-4-carbonitrile hydrochloride Cl.NC(C)C=1OC=C(N1)C#N